C(C)OCCOCCOCCOCCOCC 1-ethoxy-2-[2-[2-(2-ethoxyethoxy)ethoxy]ethoxy]ethane